Tetrabutyl-tris(1-naphthyl)ammonium borate B([O-])([O-])[O-].C(CCC)C1=C2C(=C(C(=C(C2=CC=C1)[NH+](C1=CC=CC2=CC=CC=C12)C1=CC=CC2=CC=CC=C12)CCCC)CCCC)CCCC.C(CCC)C1=C2C(=C(C(=C(C2=CC=C1)[NH+](C1=CC=CC2=CC=CC=C12)C1=CC=CC2=CC=CC=C12)CCCC)CCCC)CCCC.C(CCC)C1=C2C(=C(C(=C(C2=CC=C1)[NH+](C1=CC=CC2=CC=CC=C12)C1=CC=CC2=CC=CC=C12)CCCC)CCCC)CCCC